2,2,2-trifluoro-N-[4-[5-[2-[[(3S,5S)-5-fluoro-3-piperidyl]amino]pyrimidin-4-yl]thiazol-4-yl]oxy-3-methyl-1-naphthyl]ethanesulfonamide FC(CS(=O)(=O)NC1=CC(=C(C2=CC=CC=C12)OC=1N=CSC1C1=NC(=NC=C1)N[C@@H]1CNC[C@H](C1)F)C)(F)F